C(C)N1N(CCC1=O)C1=NC=C(C=C1Cl)Cl Ethyl-1-(3,5-dichloropyridin-2-yl)-3-pyrazolidinone